C(C)(=O)NC1=CC=NN1 5-acetamido-1H-pyrazol